2,3-diiodobenzylamine IC1=C(CN)C=CC=C1I